1-[4-(adamantan-1-yl)phenoxy]-3-(4-methylpiperidin-1-yl)propan-2-ol C12(CC3CC(CC(C1)C3)C2)C2=CC=C(OCC(CN3CCC(CC3)C)O)C=C2